FC1=C(C=C(C=C1)N1N=CC2=CC(=CC=C12)C1=CC=C(C=C1)S(=O)(=O)NC)O 4-(1-(4-Fluoro-3-hydroxyphenyl)-1H-indazol-5-yl)-N-methylbenzenesulfonamide